ClC=1C=C(C=2N(N1)C=CN2)[C@@H]2[C@H](C2)C2=NC=C(C=C2)C(F)F 6-chloro-8-((1S,2S)-2-(5-(difluoromethyl)pyridin-2-yl)cyclopropyl)imidazo[1,2-b]pyridazine